(4-(1-(5-(2-((5,6-difluoro-2,3-dihydro-1H-inden-2-yl)amino)pyrimidin-5-yl)-1,3,4-oxadiazol-2-yl)-3-methylpyrrolidin-3-yl)-1H-1,2,3-triazol-1-yl)methyl pivalate C(C(C)(C)C)(=O)OCN1N=NC(=C1)C1(CN(CC1)C=1OC(=NN1)C=1C=NC(=NC1)NC1CC2=CC(=C(C=C2C1)F)F)C